OC1CCC(CC1)S(=O)(=O)CC1=CC=CC=C1 1-hydroxy-4-toluenesulfonylcyclohexane